CC1=C(SC=C1C)N 3,4-dimethylthiophen-2-amine